CN([C@@H]([C@H](OC)C)C(=O)N[C@@H](CC1=CC=CC=C1)C(=O)O)C(C[C@H]1N(C(CC1)=O)CC1=C(C(=CC(=C1)F)F)F)=O.ClC=1C2=CC=CC=C2C=2C=C(C=CC2C1)C1=CC2=CC=CC=C2C=C1 9-chloro-3-(naphthalen-2-yl)phenanthrene Methyl-O-methyl-N-(2-((S)-5-oxo-1-(2,3,5-trifluorobenzyl)pyrrolidin-2-yl)acetyl)-L-threonyl-L-phenylalaninate